6-chloropyrimidin-5-amine ClC1=C(C=NC=N1)N